(R)-(4-((1-(2,3-dihydro-1H-indene-4-yl)ethyl)amino)-6-methoxy-2-methylquinazoline-7-yl)(morpholino)methanone C1CCC2=C(C=CC=C12)[C@@H](C)NC1=NC(=NC2=CC(=C(C=C12)OC)C(=O)N1CCOCC1)C